CC=1C=C2C(C=C(OC2=C(C1)[C@@H](C)OC=1C(=NC=CC1)S(=O)(=O)N)C1=CC=CC=C1)=O 3-[(1R)-1-(6-Methyl-4-oxo-2-phenyl-chromen-8-yl)ethoxy]pyridine-2-sulfonamide